2-hydroxyethyl ((3S,5R,8R,9S,10S,13R,14S,17R)-14-hydroxy-10,13-dimethyl-17-(2-oxo-2H-pyran-5-yl)hexadecahydro-1H-cyclopenta[a]phenanthren-3-yl)carbamate O[C@]12[C@@H]3CC[C@@H]4C[C@H](CC[C@@]4([C@H]3CC[C@@]2([C@H](CC1)C=1C=CC(OC1)=O)C)C)NC(OCCO)=O